4-((2-Bromopyridin-4-yl)amino)-2-oxo-1-phenyl-7-(trifluoromethyl)-1,2-dihydro-1,8-naphthyridine BrC1=NC=CC(=C1)NC1=CC(N(C2=NC(=CC=C12)C(F)(F)F)C1=CC=CC=C1)=O